N1CN=CC2=C1C=CC=N2 dihydropyrido[3,2-d]pyrimidin